3-(trifluoromethyl)cyclopentan-1-ol FC(C1CC(CC1)O)(F)F